C(C)(C)(C)OC(=O)NC=1SC2=C(N1)C(=CC=C2F)C2=C(C=C1C(=C(C(=NC1=C2F)O)C#N)N2C[C@@H](N(CC2)C(=O)[O-])CC#N)Cl (2S)-4-(7-(2-((tert-Butoxycarbonyl)amino)-7-fluorobenzo[d]thiazol-4-yl)-6-chloro-3-cyano-8-fluoro-2-hydroxyquinolin-4-yl)-2-(Cyanomethyl)piperazine-1-carboxylate